(5S*,8R*)-N-(2-chloro-4-fluorobenzyl)-5-fluoro-8-hydroxy-8-((3-methoxy-3-methylazetidin-1-yl)methyl)-5,6,7,8-tetrahydroquinoline-5-carboxamide ClC1=C(CNC(=O)[C@]2(C=3C=CC=NC3[C@@](CC2)(CN2CC(C2)(C)OC)O)F)C=CC(=C1)F |o1:7,14|